3-(2-fluoro-4-methyl-5-(7-methyl-2-(methylamino)pyrido[2,3-d]pyrimidin-6-yl)phenyl)urea FC1=C(C=C(C(=C1)C)C1=CC2=C(N=C(N=C2)NC)N=C1C)NC(N)=O